FC1(C(C1)C1=CN(C2=NC=CC(=C21)N[C@@H]2CC[C@@H](N(C2)C(=O)OCC2=CC=CC=C2)C)COCC[Si](C)(C)C)F benzyl (2S,5R)-5-((3-(2,2-difluorocyclopropyl)-1-((2-(trimethylsilyl) ethoxy) methyl)-1H-pyrrolo[2,3-b]pyridin-4-yl) amino)-2-methylpiperidine-1-carboxylate